[1-((2S)-2-hydroxypropyl)pyrazol-4-yl]carboxamide O[C@H](CN1N=CC(=C1)C(=O)N)C